2-amino-4-(pyridin-2-yl)-butanoic acid NC(C(=O)O)CCC1=NC=CC=C1